ClC=1C=C(C=CC1Cl)/C=C/CC1=C(C=C(C=C1)OC)O (E)-3-(3,4-Dichlorophenyl)-1-(2-hydroxy-4-methoxyphenyl)prop-2-en